C(N)(OC1=CC=C(C=C1)CN1CC=2N(CC1)C(=CN2)CC2=CC=C(C=C2)N[C@@H]2C[C@@H](N(C1=CC=CC=C21)C(CC)=O)C)=O (4-((3-(4-(((2S,4R)-2-methyl-1-propionyl-1,2,3,4-tetrahydroquinolin-4-yl) amino) benzyl)-5,6-dihydroimidazo[1,2-a]pyrazin-7(8H)-yl) methyl) phenyl) carbamate